C[Si](C1=CC=C(C=C1)C=C)(OCC)C 1-[4-(Dimethylethoxysilyl)phenyl]ethene